CSC=1C=2N(C=C(C1)C=1C=NN(C1)[C@@H]1CNCCC1)N=CC2C#N 4-methylsulfanyl-6-[1-[(3S)-3-piperidyl]pyrazol-4-yl]pyrazolo[1,5-a]pyridine-3-carbonitrile